NC1=NC=2C=C(C=CC2C=2C1=CN(N2)C(CC(C)C)O)C2=NNC=C2 (4-amino-7-(1H-pyrazol-3-yl)-2H-pyrazolo[4,3-c]quinolin-2-yl)-3-methylbutan-1-ol